C(C)C=1C(=C(C=CC1)O)CC.[Na] sodium diethylphenol